5-chloro-N2-[2-cyclopropoxy-4-(1-isopropylpiperidin-4-yl)-5-methyl-phenyl]-N4-[1-methyl-3-(isopropylsulfonyl)-1H-pyrazol-4-yl]-pyrimidin-2,4-diamine ClC=1C(=NC(=NC1)NC1=C(C=C(C(=C1)C)C1CCN(CC1)C(C)C)OC1CC1)NC=1C(=NN(C1)C)S(=O)(=O)C(C)C